Phenyl[phenyl(dimethylfluorenyl)triazinyl]dibenzothiophene C1(=CC=CC=C1)C1=C(C2=C(SC3=C2C=CC=C3)C=C1)C1=NN=NC(=C1C1=C(C(=CC=3C2=CC=CC=C2CC13)C)C)C1=CC=CC=C1